Cl.NN1CCC2(CCNC2=O)CC1 8-amino-2,8-diazaspiro[4.5]decan-1-one hydrochloride